acryloxyhexahydrophthalate C(C=C)(=O)OC1(C(=O)[O-])C(C(=O)[O-])CCCC1